C(C)C1OCC2(C1)CCNCC2 3-ethyl-2-oxa-8-azaspiro[4.5]decan